FC(C=1C(=C(C=CC1)[C@@H](C)NC=1C2=C(N=C(N1)C)N=CC(=C2)C=2CCN(CC2)C(=O)[O-])F)F (R)-4-(4-((1-(3-(difluoromethyl)-2-fluorophenyl)ethyl)amino)-2-methylpyrido[2,3-d]pyrimidin-6-yl)-3,6-dihydropyridine-1(2H)-carboxylate